1-[(3S)-3-{2-[4-(trifluoromethyl)phenyl]ethenyl}pyrrolidin-1-yl]prop-2-en-1-one FC(C1=CC=C(C=C1)C=C[C@H]1CN(CC1)C(C=C)=O)(F)F